NC[C@@H](O)C=1C=NC(=NC1)C1=C(C=C(C#N)C=C1)OC1=NC(=NC(=C1)C1=CC=CC=C1)C 4-[5-[(1S)-2-amino-1-hydroxyethyl]pyrimidin-2-yl]-3-(2-methyl-6-phenylpyrimidin-4-yl)oxybenzonitrile